ClCCC1=CC=CC=C1 (S)-2-chloro-1-phenylethane